Cl.Cl.C[C@@H]1C[C@H](CNC1)NC1=NN=C(C=2N1N=CC2)C2=C(C=C(C=C2)C(F)(F)F)O 2-(7-(((3R,5R)-5-methylpiperidin-3-yl)amino)pyrazolo[1,5-d][1,2,4]triazin-4-yl)-5-(trifluoromethyl)phenol dihydrochloride